N[C@H]1[C@@H](CCCC1)N cis-[trans-(1R,2R)-1,2-diaminocyclohexane]